CC1(OB(OC1(C)C)C1=CC=C(CN2S(CCC2)(=O)=O)C=C1)C 2-(4-(4,4,5,5-tetramethyl-1,3,2-dioxaborolan-2-yl)benzyl)isothiazolidine 1,1-dioxide